NC1=NC=C(C#N)C(=C1)NC1CC1 6-amino-4-(cyclopropylamino)nicotinonitrile